COCCN1C(NC(C=C1)=O)=O 1-(2-methoxyethyl)pyrimidine-2,4-dione